C1(CCC1)CC=1CCCC2=C(C1C1=CC=C(C=C1)CC1CN(C1)CCCF)C=CC(=C2)C(=O)O 8-(cyclobutylmethyl)-9-(4-((1-(3-fluoropropyl)azetidin-3-yl)methyl)phenyl)-6,7-dihydro-5H-benzo[7]annulene-3-carboxylic acid